NCC(C(C([2H])([2H])[2H])(O)C1=CC=C(C=C1)F)F 4-amino-3-fluoro-2-(4-fluorophenyl)butan-1,1,1-d3-2-ol